N-hydroxy-4-(4-(methyl-(4-quinazolinyl)amino)phenoxy)benzamide ONC(C1=CC=C(C=C1)OC1=CC=C(C=C1)N(C1=NC=NC2=CC=CC=C12)C)=O